6-{4-fluoro-2-[(2R)-2-methylpiperidin-4-yl]-1,3-benzothiazol-6-yl}-2-methylimidazo[1,2-b]pyridazine hydrochloride Cl.FC1=CC(=CC2=C1N=C(S2)C2C[C@H](NCC2)C)C=2C=CC=1N(N2)C=C(N1)C